CC1(C[C@H](N2C(C=C(C=C12)C1=C(C(=CC=C1N)Cl)F)=O)C(=O)O)OC.CN(CC(=O)O)S(=O)(=O)C1=C(C(=C(C(=C1F)F)F)F)F N-methyl-N-((pentafluorophenyl)sulfonyl)glycine methyl-(3S)-7-(6-amino-3-chloro-2-fluorophenyl)-1-methoxy-5-oxo-1,2,3,5-tetrahydroindolizine-3-carboxylate